C(=C)C1CCCC(CCC1)C=C 1,5-divinyl-cyclooctane